NC1=C2C(=NC=N1)N(N=C2C2=CC=C(C=C2)OC2=CC=CC=C2)C2C(C(COC2)O)O 5-(4-amino-3-(4-phenoxyphenyl)-1H-pyrazolo[3,4-d]pyrimidin-1-yl)tetrahydro-2H-pyran-3,4-diol